CS(=O)(=O)C1=CC=C(C=C1)N[C@@H](CO)C(=O)O syn-p-methylsulfonyl-phenyl-serine